C(C)(C)(C)C1=C(C(=CC(=C1)SSC1=CC(=C(C(=C1)C(C)(C)C)O)C(C)(C)C)C(C)(C)C)O 4,4'-di-thiobis(2,6-di-tert-butyl-phenol)